bromocyanogen C(#N)Br